NC(C)C=1C=C(C=C2C(N(C(=NC12)N1CCOCC1)CC1CCC1)=O)Cl 8-(1-aminoethyl)-6-chloro-3-(cyclobutylmethyl)-2-morpholinoquinazolin-4(3H)-one